methyl N-[5-({4-[(2S)-2-{[2-chloro-7-(trifluoromethyl)thieno[3,2-d]pyrimidin-4-yl]amino}propyl]piperazin-1-yl}sulfonyl)-4-methyl-1,3-thiazol-2-yl]carbamate ClC=1N=C(C2=C(N1)C(=CS2)C(F)(F)F)N[C@H](CN2CCN(CC2)S(=O)(=O)C2=C(N=C(S2)NC(OC)=O)C)C